N1=CC=C(C=C1)C1=NN2C(N=CC=C2)=C1 2-pyridin-4-yl-pyrazolo[1,5-a]pyrimidine